Cl.CC(C(=O)O)(CCN1C(N2C(CNCC2)C1)=S)C 2,2-Dimethyl-4-(3-thioxohexahydroimidazo[1,5-a]pyrazin-2(3H)-yl)butanoic acid hydrochloride